C(C)(=O)CCCO 3-acetyl-n-propanol